1-(5-cyclopropyl-2-nitrophenyl)-1H-pyrrole C1(CC1)C=1C=CC(=C(C1)N1C=CC=C1)[N+](=O)[O-]